4-amino-5-(methoxymethyl)-4H-1,2,4-triazole-3-thiol NN1C(=NN=C1COC)S